FC=1C=C2C(=CC=NC2=CC1)C1CCC(CC1)[C@@H](C)N (R)-1-((1s,4s)-4-(6-fluoroquinolin-4-yl)cyclohexyl)ethan-1-amine